ethyl (1S,3S,5R)-5-(methoxymethyl)-2-azabicyclo[3.1.0]hexane-3-carboxylate hydrochloride Cl.COC[C@@]12C[C@H](N[C@H]2C1)C(=O)OCC